1-((1H-Pyrazol-4-yl)methyl)-3-(4-((5-phenylthiazol-2-yl)amino)phenyl)urea N1N=CC(=C1)CNC(=O)NC1=CC=C(C=C1)NC=1SC(=CN1)C1=CC=CC=C1